4-[5-oxo-1-(4-piperazin-1-ylsulfonylphenyl)pyrrolidin-3-yl]piperazine-1-carboxylic acid tert-butyl ester C(C)(C)(C)OC(=O)N1CCN(CC1)C1CN(C(C1)=O)C1=CC=C(C=C1)S(=O)(=O)N1CCNCC1